FC(C=1C=C(CC2=CC(=NC=C2)N2N=C(C(=C2)C(=O)N)C)C=C(C1)F)F 1-(4-(3-(Difluoromethyl)-5-fluorobenzyl)pyridin-2-yl)-3-methyl-1H-pyrazol-4-carboxamid